3-((4-(5-chloro-2-((S)-3-(methylamino)piperidin-1-yl)phenyl)pyrrolo[2,1-f][1,2,4]triazin-6-yl)methyl)-6,6-dimethyl-3-azabicyclo[3.1.0]hexane-2,4-dione ClC=1C=CC(=C(C1)C1=NC=NN2C1=CC(=C2)CN2C(C1C(C1C2=O)(C)C)=O)N2C[C@H](CCC2)NC